ClC(=O)N(C(CCCCCCCCC(=O)OCC(CCCCCC)CCCC)CCCCCCCCC(=O)OCC(CCCCCC)CCCC)CC1CN(CCO1)C bis(2-butyloctyl) 10-[chlorocarbonyl-[(4-methylmorpholin-2-yl)methyl]amino]nonadecanedioate